[Cl-].[Cl-].ClC1=CC=C(C=N1)CN1C(C=CC=C1)=NP(=S)(N)N (1-((6-Chloropyridin-3-yl)methyl)pyridin-2(1H)-ylidene)thiophosphoramide dichloride